BrC1=CC(=C(CN2C(C3=NC=CC=C3C2=O)([2H])O)C=C1)C 6-(4-Bromo-2-methyl-benzyl)-7-hydroxy-6,7-dihydro-5H-pyrrolo[3,4-b]pyridin-5-one-7-d